N1(C=CC=C1)CC#CC1=C(C2=C(N=CN=C2N)N1C1(CC1)C)C(=O)NC1=CC=C(C=C1)COC 6-(3-(1H-pyrrol-1-yl)prop-1-yn-1-yl)-4-amino-N-(4-(methoxymethyl)phenyl)-7-(1-methylcyclopropyl)-7H-pyrrolo[2,3-d]pyrimidine-5-carboxamide